NCCCC(C)O[Si](OCC)(C)CCCN aminopropyl-aminopropylmethyldiethoxysilane